3,5-dichloro-4-fluoro-phenyl 2,4,6-tri-O-acetyl-3-deoxy-3-[4-(4-thiazolyl)-1H-1,2,3-triazol-1-yl]-1-thio-alpha-D-galactopyranoside C(C)(=O)O[C@H]1[C@@H](SC2=CC(=C(C(=C2)Cl)F)Cl)O[C@@H]([C@@H]([C@@H]1N1N=NC(=C1)C=1N=CSC1)OC(C)=O)COC(C)=O